(1S,3S)-3-((6-Iodopyridazin-3-yl)amino)cyclohexan-1-ol IC1=CC=C(N=N1)N[C@@H]1C[C@H](CCC1)O